ClC1=CC=C(C=C1)/C=C(/C=O)\C1=CC=CC=C1 (E)-3-(4-chlorophenyl)-2-phenylacrolein